C12C3C4C(CC3C(C(C1)OC(C=C)=O)C2)O4 acrylic acid 3,4-epoxytricyclo[5.2.1.02,6]Decane-8-yl ester